(S)-1-(4-((tert-butyldimethylsilyl)oxy)phenyl)-3,4-dihydroisoquinoline-2(1H)-carboxylic acid quinuclidin-4-ylmethyl ester N12CCC(CC1)(CC2)COC(=O)N2[C@H](C1=CC=CC=C1CC2)C2=CC=C(C=C2)O[Si](C)(C)C(C)(C)C